N1(C=NC2=C1C=CC=C2)CC=2C(=CC=CC2)CN2C=NC1=C2C=CC=C1 α,α'-Bis(benzimidazol-1-yl)-o-xylene